C(C)(C)C=1C2=C(NC1C=1C=C(C=3N(C1)N=CN3)C)SC(=C2CO[Si](C(C)C)(C(C)C)C(C)C)C2CCN(CC2)C(=O)OC(C)(C)C tert-butyl 4-(4-isopropyl-5-(8-methyl-[1,2,4]triazolo[1,5-a]pyridin-6-yl)-3-(((triisopropylsilyl)oxy)methyl)-6H-thieno[2,3-b]pyrrol-2-yl)piperidine-1-carboxylate